2,6-dipropyl-4-hexylphenol C(CC)C1=C(C(=CC(=C1)CCCCCC)CCC)O